1,3-diphenyl-2-fluoropropane C1(=CC=CC=C1)CC(CC1=CC=CC=C1)F